ClC1=CC=C2C(=N1)N=C(O2)N2C1C(OCC2)CCN(C1)C 4-(5-chlorooxazolo[4,5-b]pyridin-2-yl)-6-methyl-3,4a,5,7,8,8a-hexahydro-2H-pyrido[4,3-b][1,4]oxazine